Cl.C(CN)N ethylenediamine, hydrochloride